methyl 4-(2-chloro-5-methoxy-4-pyridyl)-6-methyl-pyridine-3-carboxylate ClC1=NC=C(C(=C1)C1=C(C=NC(=C1)C)C(=O)OC)OC